C(#N)C=1C=C(C=NC1OC)C(=O)OC methyl 5-cyano-6-methoxypyridine-3-carboxylate